C[Si](C)(C)OS(=O)(=O)O[Si](C)(C)C.[SiH3]S(=O)(=O)O silyl-sulfonate bis(trimethylsilyl)sulfate